F[P-](F)(F)(F)(F)F.[Ir+3].C(C)(C)(C)C1=CC=C(C=C1)C1=NC=CC=C1.F[P-](F)(F)(F)(F)F.F[P-](F)(F)(F)(F)F [2-(4-tert-butylphenyl)pyridine] iridium (III) hexafluorophosphate